OC(=O)[C@H](C)C1=CC(C(=O)C2=CC=CC=C2)=CC=C1 R-ketoprofen